9,9-bis(4-hydroxy-3-methylphenyl)-9H-fluorene OC1=C(C=C(C=C1)C1(C2=CC=CC=C2C=2C=CC=CC12)C1=CC(=C(C=C1)O)C)C